Cl[Rh](C=C)C=C chlorobis(vinyl)rhodium